[SiH]1=CC=NC=2C=CC3=C(C12)C=CC=C3 silacyclohexa[6,5-f]quinoline